COC1=CC=C2C(=C(C(N(C2=C1)C)=O)C#N)N1CCC(CC1)SC1=CC=CC=C1 7-methoxy-1-methyl-2-oxo-4-[4-(phenylsulfanyl)piperidin-1-yl]-1,2-dihydroquinoline-3-carbonitrile